(E)-4-((E)-(4-(1H-pyrazol-1-yl)benzylidene)hydrazono)-7-chloro-1,4-dihydroquinoline N1(N=CC=C1)C1=CC=C(\C=N\N=C\2/C=CNC3=CC(=CC=C23)Cl)C=C1